CN(C(C(=O)C1=CC=C(C=C1)N1CCOCC1)(CC)CC1=CC=C(C=C1)C)C 2-dimethylamino-2-(4-Methylbenzyl)-1-(4-morpholin-4-yl-phenyl)-butan-1-one